4-[(3-Hydroxy-2-nitrophenoxy)methyl]benzaldehyde OC=1C(=C(OCC2=CC=C(C=O)C=C2)C=CC1)[N+](=O)[O-]